O[C@H](C(=O)[O-])CCSC L-2-hydroxy-4-(methylthio)butyrate